methyl (E)-4-[2-[3-[4-(1-methyl-4-piperidyl)-2-[[(1R)-1-(1-naphthyl)ethyl]carbamoyl]phenyl]propanoyl]hydrazino]-4-oxo-but-2-enoate CN1CCC(CC1)C1=CC(=C(C=C1)CCC(=O)NNC(/C=C/C(=O)OC)=O)C(N[C@H](C)C1=CC=CC2=CC=CC=C12)=O